(2R,4S)-tert-butyl 2-(((tert-butyldimethylsilyl)oxy)methyl)-4-(6-chloro-8-(2-(hydroxymethyl)thieno[3,2-b]pyridin-7-yl)-3,4-dihydroquinolin-1(2H)-yl)-2-methylpyrrolidine-1-carboxylate [Si](C)(C)(C(C)(C)C)OC[C@@]1(N(C[C@H](C1)N1CCCC2=CC(=CC(=C12)C1=C2C(=NC=C1)C=C(S2)CO)Cl)C(=O)OC(C)(C)C)C